C(C)(C)(C)OC(=O)N1CC(C1)N1N=CC(=C1)C1=C(C2=C(C(=N1)OS(=O)(=O)C(F)(F)F)C=CS2)C2=C(C=C(C=C2)F)OC 3-(4-(7-(4-fluoro-2-methoxyphenyl)-4-(((trifluoromethyl)sulfonyl)oxy)thieno[3,2-c]pyridin-6-yl)-1H-pyrazol-1-yl)azetidine-1-carboxylic acid tert-butyl ester